C[Si]1(O[Si](O[Si](O[Si](O1)(CCCOC(C=C)=O)C)(CCCOC(C=C)=O)C)(CCCOC(C=C)=O)C)CCCOC(C=C)=O 2,4,6,8-tetramethyl-2,4,6,8-tetrakis[3-acryloyloxypropyl]cyclotetrasiloxane